1-(5-fluoro-1H-pyrrolo[2,3-b]pyridin-3-yl)-3-(4-((trifluoromethyl)mercapto)phenyl)urea FC=1C=C2C(=NC1)NC=C2NC(=O)NC2=CC=C(C=C2)SC(F)(F)F